3-chloro-N-(5-(2,3-dichlorobenzyl)-1,3,4-thiadiazol-2-yl)pyrazine-2-carboxamide ClC=1C(=NC=CN1)C(=O)NC=1SC(=NN1)CC1=C(C(=CC=C1)Cl)Cl